(S)-4-(3-(2,2-Difluoroethyl)-3-ethylureido)-5-fluoro-N-(2-methoxy-3,5-dimethylpyridin-4-yl)-2-((1,1,1-trifluoropropan-2-yl)oxy)benzamide FC(CN(C(NC1=CC(=C(C(=O)NC2=C(C(=NC=C2C)OC)C)C=C1F)O[C@H](C(F)(F)F)C)=O)CC)F